C(C=C)(=O)OCCCO 1-acryloxy-3-propanol